((4aS,6R,7R,8R,8aR)-6-(aminomethyl)-7,8-dihydroxyhexahydro-1H,6H-pyrano[2,3-b][1,4]oxazin-1-yl)-2,2,2-trifluoroethan-1-one NC[C@@H]1[C@@H]([C@@H]([C@@H]2[C@@H](OCCN2C(C(F)(F)F)=O)O1)O)O